C(#N)C=1C=NN2C1C(=CC(=C2)C=2C=NN(C2C)C2C[C@H]1CC[C@@H](C2)N1C(=O)OC)SC1=C(C=C(C=C1)F)C#N methyl (1R,3s,5S)-3-(4-(3-cyano-4-((2-cyano-4-fluorophenyl)thio)pyrazolo[1,5-a]pyridin-6-yl)-5-methyl-1H-pyrazol-1-yl)-8-azabicyclo[3.2.1]octane-8-carboxylate